C(C=C)[C@H]1[C@@H](C[C@H]([C@@H]1CO[Si](C(C)(C)C)(C)C)OC1OCCCC1)O (1R,2R,3S,4R)-2-allyl-3-({[dimethyl(2-methyl-2-propanyl)silyl]oxy}methyl)-4-(tetrahydro-2H-pyran-2-yloxy)cyclopentanol